3-methyl-N-[7-methyl-[1,2,4]triazolo[1,5-a]pyridin-6-yl]-1-[3-methyloxan-4-yl]pyrazolo[3,4-d]pyrimidin-6-amine CC1=NN(C2=NC(=NC=C21)NC=2C(=CC=1N(C2)N=CN1)C)C1C(COCC1)C